1-(cyclopropylmethyl)-4-(4-(quinoline-8-sulfonylamino)benzoyl)piperazin-1-ium hemi-sulfate hydrate O.S(=O)(=O)([O-])[O-].C1(CC1)C[NH+]1CCN(CC1)C(C1=CC=C(C=C1)NS(=O)(=O)C=1C=CC=C2C=CC=NC12)=O.C1(CC1)C[NH+]1CCN(CC1)C(C1=CC=C(C=C1)NS(=O)(=O)C=1C=CC=C2C=CC=NC12)=O.O